ClC1=NN2C(N=CC3=C2[C@@](CN3C(=O)NC=3C=NC(=C(C3)Cl)C3(CC3)O)(C(F)(F)F)C)=C1 (R)-2-chloro-N-(5-chloro-6-(1-hydroxycyclopropyl)pyridin-3-yl)-8-methyl-8-(trifluoromethyl)-7,8-dihydro-6H-pyrazolo[1,5-a]pyrrolo[2,3-e]pyrimidine-6-carboxamide